Benzyl [trans-4-(4H-1,2,4-triazol-3-yl)cyclohexyl]carbamate N=1N=C(NC1)[C@@H]1CC[C@H](CC1)NC(OCC1=CC=CC=C1)=O